4-[5-amino-6-(3-fluoro-2-trifluoromethyl-benzyloxy)-pyrazin-2-yl]-benzoic acid NC=1N=CC(=NC1OCC1=C(C(=CC=C1)F)C(F)(F)F)C1=CC=C(C(=O)O)C=C1